rel-2-Thioxo-1-(2-((2R,4S)-4-(trifluoromethyl)piperidin-2-yl)benzyl)-1,2,3,5-tetrahydro-4H-pyrrolo[3,2-d]pyrimidin-4-one S=C1NC(C2=C(N1CC1=C(C=CC=C1)[C@@H]1NCC[C@@H](C1)C(F)(F)F)C=CN2)=O |o1:14,18|